FC1=CC=C(C=C1)C=1C(C(=CN2CC3OCC[C@H](N3C(C21)=O)C)C(=O)O)=O (4R)-7-(4-fluorophenyl)-4-methyl-6,8-dioxo-3,4,6,8,12,12a-hexahydro-2H-pyrido[1',2':4,5]pyrazino[2,1-b][1,3]oxazine-9-carboxylic acid